(E)-1-methyl-4-(6-methylhepta-2,5-dien-2-yl)cyclohex-1-ene CC1=CCC(CC1)\C(\C)=C\CC=C(C)C